CC1(OB(OC1(C)C)C1=CC=C(OC2=CC=C(C=C2)C=2C=C(C=C(C2)C=2C(=CC=CC2)C#N)C=2C(=CC=CC2)C#N)C=C1)C 5'-(4-(4-(4,4,5,5-tetramethyl-1,3,2-dioxaborolan-2-yl)phenoxy)-phenyl)-[1,1':3',1''-terphenyl]-2,2''-dicarbonitrile